5,7-dihydrospiro[cyclopenta[c]pyridine-6,4'-piperidine]-7-amine N1CCC2(CC1)CC1=C(C=NC=C1)C2N